4-bromo-5-(4-methoxyphenyl)-1-phenyl-1H-pyrazole BrC=1C=NN(C1C1=CC=C(C=C1)OC)C1=CC=CC=C1